C(CCCCCCCCCCCCCCCCCCCCCCCCCCCCCCCCCCCCCC)(=O)O Nonatriacontanoic acid